O=C1NC(CCC1C1=CC=C(C=C1)C1CCN(CC1)CCN1CCC(CC1)N1CCN(CC1)C1=C2C(N(C(C2=CC=C1)=O)[C@H](CS(=O)(=O)C)C1=CC(=C(C=C1)OC)OCC)=O)=O 4-(4-(1-(2-(4-(4-(2,6-dioxopiperidin-3-yl)phenyl)piperidin-1-yl)ethyl)piperidin-4-yl)-piperazin-1-yl)-2-((S)-1-(3-ethoxy-4-methoxyphenyl)-2-(methylsulfonyl)ethyl)isoindoline-1,3-dione